ClC1=CN=C(N=N1)N[C@H](C)C1=CC=C(C=C1)Cl (R)-6-chloro-N-(1-(4-chlorophenyl)ethyl)-1,2,4-triazin-3-amine